COCCN1N=CC(=C1)CO (1-(2-Methoxyethyl)-1H-pyrazole-4-yl)methanol